[2H]C1=NC2=C(C=CC(=C2C=C1)N1C[C@@H]2C=3C=CC(=NC3CN2[C@@H](C1)C)OC1CCNCC1)C#N 2-Deuterio-5-[(2S,6R)-6-methyl-11-(4-piperidyloxy)-4,7,10-triazatricyclo[7.4.0.02,7]trideca-1(9),10,12-trien-4-yl]quinoline-8-carbonitrile